N-((2,4-dimethoxypyridin-3-yl)sulfonyl)-5-(pyridin-2-yl)quinoline-2-carboxamide COC1=NC=CC(=C1S(=O)(=O)NC(=O)C1=NC2=CC=CC(=C2C=C1)C1=NC=CC=C1)OC